COC(=O)C1=CC=C(OCC(COC2=CC=C(C(=O)OC)C=C2)(COC2=CC=C(C(=O)OC)C=C2)COC2=CC=C(C=C2)C(=O)OC)C=C1 Dimethyl 4,4'-((2,2-bis((4-(methoxycarbonyl)phenoxy)methyl)-propane-1,3-diyl)bis(oxy))dibenzoate